OC(CCCCCCCCCCCCCCCCCCCCCCCCCCC(=O)O)CC 28-Hydroxy-triacontanoic acid